C1(CC1)CN[C@H]1CN(CCC1)C=1N=NC(=CC1)C(C)C=1SC(=NN1)C=1C=NC=C(C1)C1CC1 (3R)-N-(cyclopropylmethyl)-1-(6-(1-(5-(5-cyclopropylpyridin-3-yl)-1,3,4-thiadiazol-2-yl)ethyl)pyridazin-3-yl)piperidin-3-amine